N[C@@H]1C=2C=NC=CC2CC12CCN(CC2)C2=CN=C1C(N(C(NC1=N2)=O)C2=C(C(=CC=C2)Cl)Cl)=O (S)-7-(7-amino-5,7-dihydrospiro[cyclopenta[c]pyridine-6,4'-piperidin]-1'-yl)-3-(2,3-dichlorophenyl)pteridine-2,4(1H,3H)-dione